ClC1=CNC2=C(C=CC(=C12)Cl)NS(=O)(=O)C=1C=NN(C1)C1COC1 N-(3,4-dichloro-1H-indol-7-yl)-1-(oxetan-3-yl)pyrazole-4-sulfonamide